OC=1C=CC=C2C=CNC12 7-hydroxy-indole